ClC=1C(=C(C=O)C=C(C1)B1OCC(CO1)(C)C)O 3-chloro-5-(5,5-dimethyl-1,3,2-dioxaborinan-2-yl)-2-hydroxy-benzaldehyde